FC=1C=C2C(OCC2=CC1)=O 5-fluoro-3-oxoisobenzofuran